N-((1H-tetrazol-5-yl)methyl)-2-(2-(2-chloro-4-(methoxymethoxy)phenyl)thiazol-4-yl)acetamide N1N=NN=C1CNC(CC=1N=C(SC1)C1=C(C=C(C=C1)OCOC)Cl)=O